CC=1C=CC=C2C=CN=C(C12)N(C(=O)N1C[C@@H](CCC1)C1=CC=C(C=C1)N1N=C2C(=CC=CC2=C1)C(=O)N)[C@H]1CNCCC1 2-(4-((S)-1-((8-methylisoquinolin-1-yl)((R)-piperidin-3-yl)carbamoyl)piperidin-3-yl)phenyl)-2H-indazole-7-carboxamide